acrylamido-5-(cyclopentyl-(ethyl)amino)-N-((4,6-dimethyl-2-oxo-1,2-dihydropyridin-3-yl)methyl)-4-methyl-[1,1'-biphenyl]-3-carboxamide C(C=C)(=O)NC1=C(C=C(C(=C1C(=O)NCC=1C(NC(=CC1C)C)=O)C)N(CC)C1CCCC1)C1=CC=CC=C1